C(C)(C)(C)OC(N(CC1=NN2C(C=C(C=C2)C2CC2)=N1)C1=CC(=NC=2N1N=CC2C(C)C)Cl)=O (5-chloro-3-isopropylpyrazolo[1,5-a]pyrimidin-7-yl)((7-cyclopropyl-[1,2,4]triazolo[1,5-a]pyridin-2-yl)methyl)carbamic acid tert-butyl ester